N1=C(C=CC=C1)CCN(CCC(=O)[O-])CC1=NC=CC=C1 3-((2-(pyridin-2-yl)ethyl)(pyridin-2-ylmethyl)amino)propanoate